N-(2-hydroxy-1-phenylethyl)-2,2-dimethylbutanamide OCC(C1=CC=CC=C1)NC(C(CC)(C)C)=O